anti-trans-glutamin N[C@@H](CCC(N)=O)C(=O)O